ClC1=CC(=C(C(=N1)N1CCOCC1)F)N1CCN(CC1)C(=O)OC(C)(C)C tert-butyl 4-(6-chloro-3-fluoro-2-morpholinopyridin-4-yl)piperazine-1-carboxylate